NC1=NC=2C=CC(=CC2C2=C1[C@@H](OC2)C)C(=O)N(CC2=NC=C(C=C2)C(F)(F)F)C(C)C (3S)-4-amino-3-methyl-N-(2-propanyl)-N-((5-(trifluoromethyl)-2-pyridinyl)methyl)-1,3-dihydrofuro[3,4-c]quinoline-8-carboxamide